C(=CCC)C1=NC=CN1C butenyl-3-methylimidazole